O=C1[C@@H]2[C@]3(CCC(C=C3CC[C@H]2[C@@H]2CCC([C@@]2(C)C1)=O)=O)C anti-11-ketoandrostenedione